7-amino-4-(1-methylindazol-6-yl)-2-[2-(3,4,5-trimethoxybenzoyl)allyl]isoindolin-1-one NC=1C=CC(=C2CN(C(C12)=O)CC(=C)C(C1=CC(=C(C(=C1)OC)OC)OC)=O)C1=CC=C2C=NN(C2=C1)C